C(CCC)OCCOC(C1=CN=CC=C1)=O 2-butoxyethylnicotinate